6-[(2,4-dichlorophenyl)methoxy]-1'-{[6-(2H-1,2,3,4-tetrazol-5-yl)pyridin-3-yl]methyl}-1',2',3',6'-tetrahydro-2,4'-bipyridine ClC1=C(C=CC(=C1)Cl)COC1=CC=CC(=N1)C=1CCN(CC1)CC=1C=NC(=CC1)C=1N=NNN1